C(C)(C)(C)NC(=O)N1CC=2N(CC1)C(=C(C2C(=O)N)C2=CC=C(C=C2)OC2=CC=CC=C2)C N2-tert-butyl-6-methyl-7-(4-phenoxyphenyl)-3,4-dihydropyrrolo[1,2-a]pyrazine-2,8(1H)-dicarboxamide